O1COC(=C1)C#N [1,3]dioxol-4-nitrile